phenyl-α-bromoacetate C1(=CC=CC=C1)OC(CBr)=O